3-amino-1-(tert-butyl)pyrrolidin-2-one hydrochloride Cl.NC1C(N(CC1)C(C)(C)C)=O